C(CCCCCCCCCCC)C=1[N+](=C(NC1)CCO)CC(=O)O lauryl-carboxymethyl-hydroxyethylimidazolium